4-pentylnonyl 8-[2-(oxiran-2-yl)ethyl-[8-oxo-8-(4-pentylnonoxy)octyl]amino]octanoate O1C(C1)CCN(CCCCCCCC(=O)OCCCC(CCCCC)CCCCC)CCCCCCCC(OCCCC(CCCCC)CCCCC)=O